5-aminotetrazole sodium salt [Na].NC1=NN=NN1